3-(benzyloxy)-1,6-dibromonaphthalen-2-amine C(C1=CC=CC=C1)OC=1C(=C(C2=CC=C(C=C2C1)Br)Br)N